COC(=O)C=1NC(=C(C1C)S(N)(=O)=O)C.C(C)(C)(C)OOC(=O)C1CCC(CC1)C(=O)OOC(C)(C)C 1,4-bis(t-butylperoxycarbonyl)cyclohexane Methyl-3,5-dimethyl-4-sulfamoyl-1H-pyrrole-2-carboxylate